(13'S)-9'-(2-chloro-5-nitrophenyl)-3'-methyl-13'-(morpholine-4-carbonyl)-16'-thia-2',4',5',8'-tetraaza-spiro[cyclopropane-1,7'-tetracyclo[8.6.0.02,6.011,15]hexadecane] ClC1=C(C=C(C=C1)[N+](=O)[O-])C1NC2(C3NNC(N3C3SC4C[C@H](CC4C13)C(=O)N1CCOCC1)C)CC2